Ethyl 2-((tert-butoxycarbonyl)amino)-6-(((tert-butyldimethylsilyl)oxy)methyl)-6-phenyl-4,5,6,7-tetrahydrobenzo[b]thiophene-3-carboxylate C(C)(C)(C)OC(=O)NC1=C(C2=C(S1)CC(CC2)(C2=CC=CC=C2)CO[Si](C)(C)C(C)(C)C)C(=O)OCC